C(#N)C=1C(=C2C=NNC2=CC1F)C=1N=CC=2N(C1)C=C(N2)NC(=O)[C@H]2[C@H](C2)F (1S,2S)-N-(6-(5-cyano-6-fluoro-1H-indazol-4-yl)imidazo[1,2-a]pyrazin-2-yl)-2-fluorocyclopropane-1-carboxamide